ClC=1C=C(C=CC1Cl)NC(=O)N1C2CCC1CC=1C=[N+](C=CC12)[O-] (±)-10-((3,4-Dichlorophenyl)carbamoyl)-6,7,8,9-tetrahydro-5H-5,8-epiminocyclohepta[c]pyridine 2-oxide